NC1(COC1)C1=CC=C(C=C1)C=1C2=C(N=C(N1)N1[C@H]([C@@H](C1)O)C)CCC2 (2S,3R)-1-(4-(4-(3-aminooxetan-3-yl)phenyl)-6,7-dihydro-5H-cyclopenta[d]pyrimidin-2-yl)-2-methylazetidin-3-ol